N-((1R)-3-Cyano-3-azabicyclo[3.2.0]heptan-1-yl)-5-(4-((4-fluorophenyl)thio)pyridin-3-yl)thiazol-2-carboxamid C(#N)N1C[C@]2(CCC2C1)NC(=O)C=1SC(=CN1)C=1C=NC=CC1SC1=CC=C(C=C1)F